N[C@H](C(=O)O)CCC(C)C (S)-2-amino-5-methylhexanoic acid